C[C@H](CN)O (R)-(-)-1-amino-2-propanol